ethyl 3-(((6-hydroxy-5'-methyl-4-pentyl-2'-(prop-1-en-2-yl)-[1,1'-biphenyl]-2-yl)oxy)(methoxy)phosphoryl)propanoate OC1=CC(=CC(=C1C1=C(C=CC(=C1)C)C(=C)C)OP(=O)(OC)CCC(=O)OCC)CCCCC